(1aR,5aR)-2-(2,4-Dichlorophenyl)-1a,2,5,5a-tetrahydro-1H-2,3-diazacyclopropa[a]pentalen ClC1=C(C=CC(=C1)Cl)N1N=CC=2C[C@@H]3[C@H](C12)C3